OC=1C=C(C=CC1OC)C=1C=C2C(=CC=NC2=CC1)C(=O)O 6-(3-hydroxy-4-methoxyphenyl)quinoline-4-carboxylic acid